1-(3-((2-((2-methyl-4-(4-methylpiperazin-1-yl)phenyl)amino)-5-(trifluoromethyl)pyrimidin-4-yl)amino)propyl)piperidin-2-one CC1=C(C=CC(=C1)N1CCN(CC1)C)NC1=NC=C(C(=N1)NCCCN1C(CCCC1)=O)C(F)(F)F